4,6-dichloro-2-[(oxolan-2-yl)methoxy]pyrimidine ClC1=NC(=NC(=C1)Cl)OCC1OCCC1